(trans-4-((5-bromopyrazin-2-yl)amino)cyclohexyl)carbamic acid tert-butyl ester C(C)(C)(C)OC(N[C@@H]1CC[C@H](CC1)NC1=NC=C(N=C1)Br)=O